3-(2-fluorophenyl)-N-(3-(piperidin-1-yl)propyl)-1,2,4-oxadiazol-5-amine FC1=C(C=CC=C1)C1=NOC(=N1)NCCCN1CCCCC1